2-amino-6-(benzyloxy)-3-methylbenzoic acid NC1=C(C(=O)O)C(=CC=C1C)OCC1=CC=CC=C1